4-((5-cyano-2-methylpyrrolo[3,2-b]pyridin-1-yl)methyl)phenylboronic acid C(#N)C1=CC=C2C(=N1)C=C(N2CC2=CC=C(C=C2)B(O)O)C